2-(4-Chlorophenyl)-3-(6-methyl-1H-pyrazolo[3,4-b]pyridin-4-yl)-6,7-dihydro-4H-pyrazolo[5,1-c][1,4]oxazine ClC1=CC=C(C=C1)C1=NN2C(COCC2)=C1C1=C2C(=NC(=C1)C)NN=C2